O=C1NC(CCC1N1C(N(C2=C1C=CC(=C2)CCCC(CCCNC(OC(C)(C)C)=O)(C)O)C)=O)=O tert-butyl N-[7-[1-(2,6-dioxo-3-piperidyl)-3-methyl-2-oxo-benzimidazol-5-yl]-4-hydroxy-4-methylheptyl]carbamate